rac-(3aR,5R,7aR)-5-butyl-1-isopropyl-3,3-dimethyloctahydrobenzo[c]isoxazole C(CCC)[C@H]1C[C@@H]2[C@H](N(OC2(C)C)C(C)C)CC1 |r|